4,4'-bis(4,4,5,5-tetramethyl-1,3,2-dioxaborolan-2-yl)-1,1'-biphenyl CC1(OB(OC1(C)C)C1=CC=C(C=C1)C1=CC=C(C=C1)B1OC(C(O1)(C)C)(C)C)C